5-(2,2-difluoroethoxy)-2'-(3-fluoroazetidin-1-yl)-6'-(methylsulfinyl)-[2,4'-bipyridine]-3',5'-dicarbonitrile FC(COC=1C=CC(=NC1)C1=C(C(=NC(=C1C#N)S(=O)C)N1CC(C1)F)C#N)F